NC1=C(C(N(C(N1C)=O)CC1=CC=C(C=C1)OC)=O)N=O 6-amino-3-(4-methoxybenzyl)-1-methyl-5-nitrosopyrimidine-2,4(1H,3H)-dione